ClC=1C=CC=C2C=CC=C(C12)C=1C=CC2=C(N=C(N=C2N2C(CNCC2)CC#N)OC[C@]23CCCN3C[C@@H](C2)F)N1 7-(8-chloronaphthalen-1-yl)-2-(((((2R,7aS)-2-fluorotetrahydro-1H-pyrrolizin-7a(5H)-yl)methoxy)pyridino[2,3-d]pyrimidin-4-yl)piperazin-2-yl)acetonitrile